4-(2,6-dihydroxyphenyl)-1-naphthalenenitrile OC1=C(C(=CC=C1)O)C1=CC=C(C2=CC=CC=C12)C#N